C(CC)OC(=O)NN1N=NC=C1 [(propoxycarbonyl)amino]-1H-1,2,3-triazol